(2S)-2-((tert-butyloxycarbonyl)amino)-4-(2-methyl-2-nitropropyl)pentanedioic acid dimethyl ester COC([C@H](CC(C(=O)OC)CC(C)([N+](=O)[O-])C)NC(=O)OC(C)(C)C)=O